(3-(3-(oxetane-3-yl)-2-oxoimidazolin-1-yl)piperidin-1-yl)-5-((4-(piperidin-4-yl)phenyl)amino)-1,2,4-triazine-6-carboxamide O1CC(C1)N1C(N(CC1)C1CN(CCC1)C=1N=NC(=C(N1)NC1=CC=C(C=C1)C1CCNCC1)C(=O)N)=O